aluminum diheptylphosphinate C(CCCCCC)P([O-])(=O)CCCCCCC.[Al+3].C(CCCCCC)P([O-])(=O)CCCCCCC.C(CCCCCC)P([O-])(=O)CCCCCCC